F[P-](F)(F)(F)(F)F.N(=[N+]=[N-])C=1N(C=C[N+]1C)C 2-azido-1,3-dimethyl-imidazolium hexafluorophosphate